1,8-dimethoxy-3-methyl-anthracene COC1=CC(=CC2=CC3=CC=CC(=C3C=C12)OC)C